C(#N)C1=C(C=CC=C1)[Pd-2](C1=C(C=CC=C1)C#N)(Cl)Cl Bis(cyanophenyl)palladium (II) dichloride